FC1=C(C=C(C=C1)OC(F)(F)F)N1CCC2=C(CC1)C=C(C=C2)C[C@H](C(=O)O)C (R)-3-(3-(2-fluoro-5-(trifluoromethoxy)phenyl)-2,3,4,5-tetrahydro-1H-benzo[d]azepin-7-yl)-2-methylpropanoic acid